CC=1N=C(SC1C)NC(=O)C=1C(=C(C=CC1)NCCOCCOCCOCCOCCC(=O)O)C ((3-((4,5-dimethylthiazol-2-yl)carbamoyl)-2-methylphenyl)amino)-3,6,9,12-tetraoxapentadecane-15-oic acid